[C@@H]12CN(C[C@H]2C1)C1=CC=C(C=C1)C(C)N1N=CC2=C(C=CC(=C12)C(=O)NC1CC2(CC(C2)C(=O)O)C1)Cl 6-(1-(1-(4-((1R,5S)-3-azabicyclo[3.1.0]hexan-3-yl)phenyl)ethyl)-4-chloro-1H-indazole-7-carboxamido)spiro[3.3]heptane-2-carboxylic acid